1-iodo-2,4-dimethylhexa-1,5-dien-3-yl-3-((tert-butyldimethyl-silyl)oxy)-6,7-dihydroxy-6-methylnon-8-enoate IC=C(C(C(C=C)C)OC(CC(CCC(C(C=C)O)(C)O)O[Si](C)(C)C(C)(C)C)=O)C